Cl.Cl.N[C@@H](CC1=C(C2=NC(=CC(=C2S1)NCC=1SC=CN1)Cl)Cl)CF 2-[(2S)-2-amino-3-fluoropropyl]-3,5-dichloro-N-[(1,3-thiazol-2-yl)methyl]thieno[3,2-b]pyridin-7-amine dihydrochloride